(1S)-1-((2R,4s)-(2-(aminomethyl)-6-oxo-5-oxa-7-azaspiro[3.4]oct-7-yl)ethyl)-3-(3-fluoro-4-((methylsulfonyl)methyl)phenyl)-1H-indole-2-carboxylate NCC1CC2(C1)OC(N(C2)CCN2C(=C(C1=CC=CC=C21)C2=CC(=C(C=C2)CS(=O)(=O)C)F)C(=O)[O-])=O